N1(CCC1)C(=O)[C@@H]1CN(CC[C@H]1NC(=O)C1=NOC(=C1)C1=C(C=C(C=C1)F)F)C1CCCCC1 |o1:6,11| 5-(2,4-Difluoro-phenyl)-isoxazole-3-carboxylic acid [(3R*,4R*)-3-(azetidine-1-carbonyl)-1-cyclohexyl-piperidin-4-yl]-amide